4-((1s,3s)-3-(1-isopropyl-3-(5-(trifluoromethyl)pyridin-3-yl)-1H-1,2,4-triazol-5-yl)cyclopentyl)morpholine C(C)(C)N1N=C(N=C1[C@@H]1C[C@H](CC1)N1CCOCC1)C=1C=NC=C(C1)C(F)(F)F